CC(C=O)CC1=CC=C(C=C1)C(C)(C)C 2-methyl-3-[4-(2-methyl-2-n-propyl)phenyl]Propionaldehyde